FCCCCCN1C=C(C2=CC=C(C=C12)[N+](=O)[O-])C(=O)C1=CC=CC2=CC=CC=C12 1-(5-fluoropentyl)-3-(naphthalen-1-oyl)-6-nitroindole